(E)-4-((8-(4-(2-Cyanovinyl)-2,6-dimethylphenyl)quinazolin-2-yl)amino)benzonitrile C(#N)/C=C/C1=CC(=C(C(=C1)C)C=1C=CC=C2C=NC(=NC12)NC1=CC=C(C#N)C=C1)C